[N+](=O)([O-])C=1C=C(CN2C3=C(SCC2)C(=CN=C3)C3=CC=C(C#N)C=C3)C=CC1 4-(4-(3-nitrobenzyl)-3,4-dihydro-2H-pyrido[4,3-b][1,4]thiazin-8-yl)benzonitrile